1-(5-methyl-3-(cyclohexylmethyl)indolin-1-yl)-1-octanone CC=1C=C2C(CN(C2=CC1)C(CCCCCCC)=O)CC1CCCCC1